(E)-3-(4-methoxystyryl)isonicotinic acid methyl ester COC(C1=C(C=NC=C1)\C=C\C1=CC=C(C=C1)OC)=O